OCC=1C=C(C[C@H](N)C(=O)O)C=CC1O 3-hydroxymethyltyrosine